4-(3-acetyl-2-methyl-5-(2-(tetrahydro-2H-pyran-4-yl)ethyl)-1H-pyrrol-1-yl)benzonitrile C(C)(=O)C1=C(N(C(=C1)CCC1CCOCC1)C1=CC=C(C#N)C=C1)C